OC(CC(=O)SCCNC(CCNC([C@@H](C(COP(OP(OC[C@@H]1[C@H]([C@H]([C@@H](O1)N1C=NC=2C(N)=NC=NC12)O)OP(=O)(O)O)(=O)O)(=O)O)(C)C)O)=O)=O)C L-β-hydroxybutyryl-CoA